tert-butyl 2-(4-(5-chloro-2-(4-chloro-1H-1,2,3-triazol-1-yl)phenyl)-2,5-dioxopiperazin-1-yl)-3-(2-fluorophenyl)propanoate ClC=1C=CC(=C(C1)N1CC(N(CC1=O)C(C(=O)OC(C)(C)C)CC1=C(C=CC=C1)F)=O)N1N=NC(=C1)Cl